(7-chloroquinolin-4-yl)-N1-methylpropane-1,3-diamine ClC1=CC=C2C(=CC=NC2=C1)C(CCN)NC